C(C)(=O)N1NCCC1C1=CC=C(C=C1)OC 1-Acetyl-5-(4-Methoxyphenyl)Pyrazolidine